FC([C@@H](O)C1=CC(=NC=C1)COCC(F)(F)F)F (1S)-2,2-difluoro-1-[2-(2,2,2-trifluoroethoxymethyl)-4-pyridyl]ethanol